(racemic)-1-(1H-benzo[d]imidazol-5-yl)-4-(4-bromo-2,6-difluorophenyl)-3-cyclopropylazetidin-2-one N1C=NC2=C1C=CC(=C2)N2C(C(C2C2=C(C=C(C=C2F)Br)F)C2CC2)=O